2-(4,4-difluoro-3-methylpiperidin-1-yl)-7,7-dimethyl-5,6,7,8-tetrahydroquinoline-3-carboxylic acid FC1(C(CN(CC1)C1=NC=2CC(CCC2C=C1C(=O)O)(C)C)C)F